ClC1=NNC2=NC=CC(=C21)C2=C1N(N=C2C2=NC=C(C=C2)F)CC(C1)(C)C 3-chloro-4-(2-(5-fluoropyridin-2-yl)-5,5-dimethyl-5,6-dihydro-4H-pyrrolo[1,2-b]pyrazol-3-yl)-1H-pyrazolo[3,4-b]pyridine